(R)-(+)-trans-4-(1-Aminoethyl)-N-(4-Pyridyl)cyclohexanecarboxamide C[C@H](C1CCC(CC1)C(=O)NC2=CC=NC=C2)N